FC=1C(=C(C(=O)O)C(=C(C1C(=O)O)F)F)C(F)(F)F perfluoro-methyl-terephthalic acid